tert-Butyl 4-{1-[6-(4-methyl-5-{[3-(propan-2-yl)phenoxy]methyl}-4H-1,2,4-triazol-3-yl)pyridin-3-yl]-1H-1,2,3-triazol-4-yl}piperidine-1-carboxylate CN1C(=NN=C1COC1=CC(=CC=C1)C(C)C)C1=CC=C(C=N1)N1N=NC(=C1)C1CCN(CC1)C(=O)OC(C)(C)C